(4-Butyl-2,6-dimethoxyphenyl)boronic acid C(CCC)C1=CC(=C(C(=C1)OC)B(O)O)OC